The molecule is a methyl glycoside that consists of a 4-O-(5-aminopentyl)-alpha-D-mannose residue and three N-formyl-alpha-D-perosamine residues linked sequentially (1->2), (1->3) and (1->2) and linked at the reducing end glycosidically to a methyl group. It is a methyl glycoside and a tetrasaccharide derivative. C[C@@H]1[C@H]([C@@H]([C@@H]([C@H](O1)OC)O[C@@H]2[C@H]([C@H]([C@@H]([C@H](O2)C)NC=O)O[C@@H]3[C@H]([C@H]([C@@H]([C@H](O3)C)NC=O)O)O[C@@H]4[C@H]([C@H]([C@@H]([C@H](O4)C)OCCCCCN)O)O)O)O)NC=O